2-{[2-(5-{1-[(6,7-dimethoxy-2-methylquinazolin-4-yl)amino]ethyl}thiophen-2-yl)benzyl]amino}ethanol COC=1C=C2C(=NC(=NC2=CC1OC)C)NC(C)C1=CC=C(S1)C1=C(CNCCO)C=CC=C1